[(2S)-1-[2-(1H-indol-3-yl)ethyl]-2-methylpyrrolidin-2-yl]methanol N1C=C(C2=CC=CC=C12)CCN1[C@](CCC1)(C)CO